ClC1=NC=CC(=C1F)N1CCN(CC1)CC=1C=C2C(N(C(C2=CC1)=O)N1C(NC(CC1)=O)=O)=O 5-((4-(2-chloro-3-fluoropyridin-4-yl)piperazin-1-yl)methyl)-2-(2,4-dioxotetrahydropyrimidine-1(2H)-yl)isoindoline-1,3-dione